NC(C)(C)C1=CC=C(C=C1)C1=C2C=CC=NC2=NC=C1 5-(4-(2-aminopropan-2-yl)phenyl)-1,8-naphthyridin